1-(4-(sec-butoxy)-2-methylphenyl)ethyl propionate C(CC)(=O)OC(C)C1=C(C=C(C=C1)OC(C)CC)C